CC1=C(C(=C(C(=O)O)C=C1)C)C trimethyl-benzoic acid